2-[(3S)-1-[4-[2-(cyclopentyloxy)-3-pyridinyl]-2,6-difluoro-phenyl]pyrrolidin-3-yl]acetic acid C1(CCCC1)OC1=NC=CC=C1C1=CC(=C(C(=C1)F)N1C[C@@H](CC1)CC(=O)O)F